methoxycarbonyl-4-(trifluoromethoxy)phenylsulfonamide COC(=O)NS(=O)(=O)C1=CC=C(C=C1)OC(F)(F)F